N,N-dipropargylaniline C(C#C)N(C1=CC=CC=C1)CC#C